NC(C(C(CCCCNC(O)=O)NC(=O)[C@H]1N(C2CCC1C2)C([C@@H](CC2CCCCC2)NC(C2=CC=C(C=C2)S(=O)(=O)C)=O)=O)=O)=O (7-amino-5-((3S)-2-((R)-3-cyclohexyl-2-(4-(methylsulfonyl)benzamido)propanoyl)-2-azabicyclo[2.2.1]heptane-3-carboxamido)-6,7-dioxoheptyl)carbamic acid